N1C(=C(C2=C(C(=C(C(=C12)[2H])[2H])[2H])[2H])[2H])[2H] Indole-d6